3-({[1,1'-biphenyl]-4-yl}amino)-N-(3-phenylpropyl)benzamide C1(=CC=C(C=C1)NC=1C=C(C(=O)NCCCC2=CC=CC=C2)C=CC1)C1=CC=CC=C1